N-(3-(5-bromo-2-(difluoromethoxy)phenyl)-1-(2-(dimethylamino)-2-oxoethyl)-1H-pyrazol-4-yl)pyrazolo[1,5-a]pyrimidine-3-carboxamide BrC=1C=CC(=C(C1)C1=NN(C=C1NC(=O)C=1C=NN2C1N=CC=C2)CC(=O)N(C)C)OC(F)F